methyl 6-(benzyloxy)-9-(3,5-difluorophenyl)-[1,2,4]triazolo[5,1-a]isoquinoline-5-carboxylate C(C1=CC=CC=C1)OC1=C(N2C(C3=CC(=CC=C13)C1=CC(=CC(=C1)F)F)=NC=N2)C(=O)OC